C(C)(C)(C)OC(=O)N1C(CNC(C1)C)C 2,5-bisMethyl-piperazine-1-carboxylic acid tert-butyl ester